CN(CC(=O)O)C1=NC2=CC=C(C=C2C(=C1)C1=CC=CC=C1)CCC=1C=C2C=CC=NC2=CC1 2-[methyl({4-phenyl-6-[2-(quinolin-6-yl)ethyl]quinolin-2-yl})amino]acetic acid